tert-butyl (R)-3-(methyl(4-((R)-1,2,3,4-tetrahydro-1,8-naphthyridin-2-yl)butyl)amino)pyrrolidine-1-carboxylate CN([C@H]1CN(CC1)C(=O)OC(C)(C)C)CCCC[C@H]1NC2=NC=CC=C2CC1